O1CC=NC(=C1)C=O [1,4]Oxazine-5-formaldehyde